5-Bromo-1H-indol-3-ylethanone BrC=1C=C2C(=CNC2=CC1)C(C)=O